5-chloro-N-((S)-8-chloro-5-methyl-4-oxo-2,3,4,5-tetrahydropyrido[3,2-b][1,4]oxazepin-3-yl)-4-((R)-1,4-dioxan-2-yl)pyrimidine-2-carboxamide ClC=1C(=NC(=NC1)C(=O)N[C@@H]1C(N(C2=C(OC1)C=C(C=N2)Cl)C)=O)[C@H]2OCCOC2